FC(C1=NN=C(O1)C1=CC=2N(C=C1)C=C(N2)CN(S(=O)(=O)N2CCN(CC2)S(=O)(=O)C)C2=CC=CC=C2)F N-((7-(5-(Difluoromethyl)-1,3,4-Oxadiazol-2-Yl)Imidazo[1,2-a]Pyridin-2-Yl)Methyl)-4-(Methylsulfonyl)-N-Phenylpiperazine-1-Sulfonamide